C(C)NC(C=CCCCC)=O N-ethyl-heptenamide